2,4,6-triisopropylphenylsulfone C(C)(C)C1=C(C(=CC(=C1)C(C)C)C(C)C)S(=O)(=O)C1=C(C=C(C=C1C(C)C)C(C)C)C(C)C